2,2'-Bis((bis(6-(3,5-di-tert-butylphenyl)-1H-indol-1-yl)phosphanyl)oxy)-1,1'-binaphthyl C(C)(C)(C)C=1C=C(C=C(C1)C(C)(C)C)C1=CC=C2C=CN(C2=C1)P(OC1=C(C2=CC=CC=C2C=C1)C1=C(C=CC2=CC=CC=C12)OP(N1C=CC2=CC=C(C=C12)C1=CC(=CC(=C1)C(C)(C)C)C(C)(C)C)N1C=CC2=CC=C(C=C12)C1=CC(=CC(=C1)C(C)(C)C)C(C)(C)C)N1C=CC2=CC=C(C=C12)C1=CC(=CC(=C1)C(C)(C)C)C(C)(C)C